4-(6,6-difluoro-3-oxo-5,6,7,8-tetrahydro[1,2,4]triazolo[4,3-a]pyridin-2(3H)-yl)-N-(2,6-difluorophenyl)-5-fluoro-2-{[(2S)-1,1,1-trifluoropropan-2-yl]oxy}benzamide FC1(CCC=2N(C1)C(N(N2)C2=CC(=C(C(=O)NC1=C(C=CC=C1F)F)C=C2F)O[C@H](C(F)(F)F)C)=O)F